2-(4-(2-Hydroxy-2-methylpropanoyl)phenoxy)ethyl-3,5-diaminobenzoate OC(C(=O)C1=CC=C(OCCOC(C2=CC(=CC(=C2)N)N)=O)C=C1)(C)C